CN1N=C(N=C1)CNC(N)=O 3-[(1-methyl-1H-1,2,4-triazol-3-yl)methyl]Urea